CC1=C(C(=C(C(=C1C)C)C)C)C1=C(C(=CC=C1)C1=C(C(=C(C(=C1C)C)C)C)C)C=1C(=C(C=CC1)PC1=C(C(=CC=C1)C(C)(C)C)O)C(C)C 2-{[2,6-bis(2,3,4,5,6-pentamethylphenyl)phenyl-(2-isopropylphenyl)]-phosphino}-6-tert-butylphenol